ClC1=CC=C(C=N1)CN(CC(NC)[N+](=O)[O-])CC (E)-N-(6-chloro-3-picolyl)-N-ethyl-N'-methyl-2-nitroethylenediamine